OC1NC(NCC1)=O 4-HYDROXY-1,3-DIAZINAN-2-ONE